C(C=C)(=O)OC(C(C(CCCCCCC(F)(F)F)(F)F)(F)F)(F)F nonafluorodecyl acrylate